6-chloro-N-ethyl-4-((3-(methylthio)pyridin-2-yl)amino)pyridazine-3-carboxamide ClC1=CC(=C(N=N1)C(=O)NCC)NC1=NC=CC=C1SC